methyl 2-methyl-2-((2-pentylcyclopentylidene)methoxy)propanoate CC(C(=O)OC)(C)OC=C1C(CCC1)CCCCC